(S)-3-(4-(2-amino-6-methylpyrimidin-4-yl)-1,4-oxazepan-3-yl)-4-methoxy-N-methylbenzamide NC1=NC(=CC(=N1)N1[C@H](COCCC1)C=1C=C(C(=O)NC)C=CC1OC)C